methyl ((4-bromophenoxy)(((2S,5R)-5-(5-(methyl-d3)-2,4-dioxo-3,4-dihydropyrimidin-1(2H)-yl)-2,5-dihydrofuran-2-yl)methoxy) phosphoryl)-L-alaninate BrC1=CC=C(OP(=O)(OC[C@H]2O[C@H](C=C2)N2C(NC(C(=C2)C([2H])([2H])[2H])=O)=O)N[C@@H](C)C(=O)OC)C=C1